NC[C@H](CC(=O)O)C[C@H](C)OCF (3s,5s)-3-aminomethyl-5-fluoromethoxy-hexanoic acid